(S)-tert-butyl (1'-(5-methylimidazo[2,1-b][1,3,4]thiadiazol-2-yl)-1,3-dihydrospiro[indene-2,4'-piperidin]-1-yl)carbamate CC1=CN=C2SC(=NN21)N2CCC1(CC2)[C@@H](C2=CC=CC=C2C1)NC(OC(C)(C)C)=O